FC(C(O)[C@H]1[C@@H]2CCN([C@H]([C@H]2CCC1)C)C(CC1=C(C#N)C=CC(=C1Cl)OC)=O)F 2-[2-[(1S,4aR,5R,8aS)-5-(2,2-difluoro-1-hydroxy-ethyl)-1-methyl-3,4,4a,5,6,7,8,8a-octahydro-1H-isoquinolin-2-yl]-2-oxo-ethyl]-3-chloro-4-methoxybenzonitrile